N-(benzo[d][1,2]thiazepin-3-yl)-4-(3H-imidazol-2-yl)benzamide C1=NS(C=CC2=C1C=CC=C2)NC(C2=CC=C(C=C2)C2=NC=CN2)=O